N-(5-(4-Hydroxybutoxy)-2-nitrophenyl)-N-(4-methoxybenzyl)methanesulfonamide OCCCCOC=1C=CC(=C(C1)N(S(=O)(=O)C)CC1=CC=C(C=C1)OC)[N+](=O)[O-]